2,2,2-Trifluoro-N-[3-methyl-4-[2-methyl-5-[2-[[(3S)-3-piperidyl]amino]pyrimidin-4-yl]thiazol-4-yl]oxy-1-naphthyl]ethanesulfonamide FC(CS(=O)(=O)NC1=CC(=C(C2=CC=CC=C12)OC=1N=C(SC1C1=NC(=NC=C1)N[C@@H]1CNCCC1)C)C)(F)F